2-(3-(2-(2-Aminoethoxy)ethoxy)propanamido)-N-(1-isopropyl-5-methyl-1H-pyrazol-3-yl)benzamide NCCOCCOCCC(=O)NC1=C(C(=O)NC2=NN(C(=C2)C)C(C)C)C=CC=C1